FC(C)(F)C1=NC(=CC(=N1)NC1=CC(=NC=C1O)NC(C)=O)C N-(4-((2-(1,1-difluoroethyl)-6-methylpyrimidin-4-yl)amino)-5-hydroxypyridin-2-yl)acetamide